3-Chlorobenzyl ((2S)-1-(((2S)-5-(7-chloro-2,3-dihydrobenzo[f][1,4]oxazepin-4(5H)-yl)-1-(diethoxyphosphoryl)-1-hydroxy-5-oxopentan-2-yl)amino)-3-cyclohexyl-1-oxopropan-2-yl)carbamate ClC=1C=CC2=C(CN(CCO2)C(CC[C@@H](C(O)P(=O)(OCC)OCC)NC([C@H](CC2CCCCC2)NC(OCC2=CC(=CC=C2)Cl)=O)=O)=O)C1